C(#C)C1=C2C(=CC(=CC2=CC=C1F)O)C1=C(C=2N=C(N=C(C2C=N1)N(C[C@H]1NCCC1)C)N1CC2CCC(C1)N2C)F 5-ethynyl-6-fluoro-4-(8-fluoro-4-(methyl(((S)-pyrrolidin-2-yl)methyl)amino)-2-(8-methyl-3,8-diazabicyclo[3.2.1]octan-3-yl)pyrido[4,3-d]pyrimidin-7-yl)naphthalen-2-ol